(1S,3aS,6aR)-N-((R,E)-4-fluoro-4-(methylsulfonyl)-1-((S)-2-oxopyrrolidin-3-yl)but-3-en-2-yl)-2-(9-hydroxy-9H-fluorene-9-carbonyl)octahydrocyclopenta[c]pyrrole-1-carboxamide F\C(=C/[C@@H](C[C@H]1C(NCC1)=O)NC(=O)[C@H]1N(C[C@@H]2[C@H]1CCC2)C(=O)C2(C1=CC=CC=C1C=1C=CC=CC21)O)\S(=O)(=O)C